C1(=CC=CC=C1)COC(=O)N1C[C@@H](OCC1)CO (2R)-2-(hydroxymethyl)morpholine-4-carboxylic acid phenylmethyl ester